C(C)(=O)N1NCCC1C1=CC=CC=C1 1-acetyl-5-phenylpyrazolidine